2-((5S)-2-(5-fluoro-3-oxo-3,4-dihydrospiro[benzo[b][1,4]oxazin-2,1'-cyclopropan]-7-yl)-5-methylpiperidin-1-yl)-2-oxoacetic acid FC1=CC(=CC=2OC3(CC3)C(NC21)=O)C2N(C[C@H](CC2)C)C(C(=O)O)=O